ClC=1N=CC2=C(C=CC(=C2C1)C(C)C)OCC1CNC1 3-(((3-chloro-5-isopropylisoquinolin-8-yl)oxy)methyl)azetidin